5-(3-chloro-6-(difluoromethyl)-2-fluorophenyl)pyridine 1-oxide ClC=1C(=C(C(=CC1)C(F)F)C=1C=CC=[N+](C1)[O-])F